1-{[4-(1,1,1,3,3,3-Hexafluoro-2-hydroxypropan-2-yl)phenyl]carbamoyl}-5-(methylsulfamoyl)-1,3-dihydro-2H-isoindol FC(C(C(F)(F)F)(O)C1=CC=C(C=C1)NC(=O)C1NCC2=CC(=CC=C12)S(NC)(=O)=O)(F)F